FC=1C(=C2C=3N([C@H](CO2)C)C=C(C(C3C1)=O)C(=O)O)[C@H]1C3N(CCN1)CC(C3)O (S)-9-fluoro-2,3-dihydro-3-methyl-10-(7-hydroxy-octahydropyrrolo[1,2-a]pyrazinyl)-7-oxo-(3S)-7H-pyrido[1,2,3-de]-1,4-benzoxazine-6-carboxylic acid